methyl (1r,4r)-2'-[2-({[tert-butyl(dimethyl)silyl]oxy}methyl)-3,3-difluoropropyl]-4-(3-chloroanilino)-2',3'-dihydrospiro[cyclohexane-1,1'-indene]-4-carboxylate [Si](C)(C)(C(C)(C)C)OCC(CC1C2(C3=CC=CC=C3C1)CCC(CC2)(C(=O)OC)NC2=CC(=CC=C2)Cl)C(F)F